CC1=CC=C(C=C1)S(=O)(=O)OCCOC=1C=C2C=NN(C2=C(C1)C(F)(F)F)C1CC(C1)(C)O 2-({1-[(cis)-3-hydroxy-3-methylcyclobutyl]-7-(trifluoromethyl)-1H-indazol-5-yl}oxy)ethyl 4-methylbenzene-1-sulfonate